CNC(=O)NC1=C(C=CC=C1)C(NC(=O)C1CC1)C1=CC=C(C=C1)C(C)C N-({2-[(methylcarbamoyl)amino]phenyl}[4-(propan-2-yl)phenyl]methyl)cyclopropanecarboxamide